N-[6-(5-chloro-1,3-benzothiazol-2-yl)spiro[3.3]heptan-2-yl]-3-dimethylphosphoryl-benzamide ClC=1C=CC2=C(N=C(S2)C2CC3(CC(C3)NC(C3=CC(=CC=C3)P(=O)(C)C)=O)C2)C1